ClCC(=O)N[C@@H](CC1=CC=C(C=C1)O)C(=O)O N-chloroacetyl-L-tyrosine